FC=1C=C2C(C(N(C2=CC1)C=1C=C(C=NC1)CC1=NNC(C2=CC=CC=C12)=O)=O)(C)O 4-((5-(5-fluoro-3-hydroxy-3-methyl-2-oxoindolin-1-yl)pyridin-3-yl)methyl)phthalazin-1(2H)-one